ClC=1N=C(NC1[C@H]1[C@H](CN(CC1)S(=O)(=O)C1=CC(NC=C1)=O)C)C1=NC=C(C=C1)F 4-[[(3R,4R)-4-[4-Chloro-2-(5-fluoro-2-pyridyl)-1H-imidazol-5-yl]-3-methyl-1-piperidyl]sulfonyl]-1H-pyridin-2-one